The molecule is a HPETE anion obtained by deprotonation of the carboxy group of 9(R)-HPETE; major species at pH 7.3. It is a HPETE anion and a 9-HPETE(1-). It is an enantiomer of a 9(S)-HPETE(1-). CCCCC/C=C\\C/C=C\\C[C@H](/C=C/C=C\\CCCC(=O)[O-])OO